5-iodo-2,4-dimethoxypyrimidine IC=1C(=NC(=NC1)OC)OC